C(C)OC(CCC(=O)C1=NC2=CC(=CC=C2C(=C1O)C#N)C#CC1=C(C=CC=C1)C)=O 4-(4-Cyano-3-hydroxy-7-o-tolylethynyl-quinolin-2-yl)-4-oxo-butyric acid ethyl ester